acryloxydecylphosphono acetate C(C)(=O)OP(=O)(OCCCCCCCCCCOC(C=C)=O)O